perfluorotrimethylamine FC(N(C(F)(F)F)C(F)(F)F)(F)F